trans-2-n-heptyl-1,3-dioxane-5-ol C(CCCCCC)[C@@H]1OC[C@H](CO1)O